1,4-diisocyanato-4-methyl-pentane N(=C=O)CCCC(C)(C)N=C=O